R-oxazolin O1C=NCC1